BrC=1SC(=CC1C1=C(C(=CC=C1)F)F)CCOC 2-bromo-3-(2,3-difluorophenyl)-5-(2-methoxyethyl)thiophene